N-(3-((1,3,4-thiadiazol-2-yl)methyl)-4-oxo-3,4-dihydroquinazolin-5-yl)-3,5-dichloro-4-hydroxybenzamide S1C(=NN=C1)CN1C=NC2=CC=CC(=C2C1=O)NC(C1=CC(=C(C(=C1)Cl)O)Cl)=O